ClC1=C(C=C(C=C1)[C@]1(O)[C@H](O)[C@@H](O)[C@H](O)[C@H](O1)CO)CC1=CC=C(C=C1)OC1COCC1 1-chloro-4-(beta-D-glucopyranose-1-yl)-2-(4-tetrahydrofuran-3-yloxy-benzyl)-benzene